(5-chloro-1-(2,6-dimethoxyphenyl)-2-(6-ethoxypyridin-2-yl)-1H-imidazo[4,5-b]pyrazin-6-yl)-1-(5-fluoropyridin-2-yl)methanesulfonamide ClC=1N=C2C(=NC1C(S(=O)(=O)N)C1=NC=C(C=C1)F)N(C(=N2)C2=NC(=CC=C2)OCC)C2=C(C=CC=C2OC)OC